C1=C(C(=O)NC(=O)N1)[C@H]2[C@@H]([C@@H]([C@H](O2)COP(=O)([O-])[O-])O)O The molecule is an organophosphate oxoanion arising from deprotonation of the phosphate OH groups of pseudouridine 5'-phosphate; major species at pH 7.3. It has a role as a Saccharomyces cerevisiae metabolite. It is a conjugate base of a pseudouridine 5'-phosphate.